4-amino-N-(4-(2-(4-chlorophenyl)but-3-yn-2-yl)thiazol-2-yl)piperidine-1-carboxamide NC1CCN(CC1)C(=O)NC=1SC=C(N1)C(C)(C#C)C1=CC=C(C=C1)Cl